COC(=O)CC1=C(C(=C(C=C1OC)O)Cl)F (3-chloro-2-fluoro-4-hydroxy-6-methoxybenzyl)carboxylic acid Methyl ester